ClC=1C(=NC=CC1)N1N=C(C=C1C(=O)NC=1C(=CC=2N(C1C(=O)NC(C)C)N=CC2)C)OC 6-(1-(3-Chloropyridin-2-yl)-3-methoxy-1H-pyrazol-5-carboxamido)-N-isopropyl-5-methylpyrazolo[1,5-a]pyridin-7-carboxamid